N12CCN(C(CC1)CC2)C(=O)N2N=C(C1=C2C[C@@H](C1)O)C1=CC=C(C=C1)F |r| R and S-(1,4-diazabicyclo[3.2.2]nonan-4-yl)(3-(4-fluorophenyl)-5-hydroxy-5,6-dihydrocyclopenta[c]pyrazol-1(4H)-yl)methanone